benzyl (1-hydroxy-15,15-bis(14-hydroxy-5-oxo-2,9,12-trioxa-6-azatetradecyl)-10,17-dioxo-3,6,13-trioxa-9,16-diazaoctadecan-18-yl)carbamate OCCOCCOCCNC(CCOCC(NC(CNC(OCC1=CC=CC=C1)=O)=O)(COCCC(NCCOCCOCCO)=O)COCCC(NCCOCCOCCO)=O)=O